2-((3aR,5r,6aS)-5-benzyl-5-hydroxyhexahydrocyclopenta[c]pyrrol-2(1H)-yl)-1-(6-chloropyridin-3-yl)ethanone C(C1=CC=CC=C1)C1(C[C@@H]2[C@@H](CN(C2)CC(=O)C=2C=NC(=CC2)Cl)C1)O